(2s)-2-amino-3-hydroxy-2-methylpropionic acid N[C@](C(=O)O)(CO)C